(R)-N-(4-cyclopropylphenyl)-1-((3-methoxypyridin-2-yl)methyl)pyrrolidine-2-carboxamide C1(CC1)C1=CC=C(C=C1)NC(=O)[C@@H]1N(CCC1)CC1=NC=CC=C1OC